FC1=C(C(=CC(=C1)C(=O)C1=CC=C2C(=CC=CN12)C1=C(C2=C(N(C(=N2)C)C)C=C1OC)F)F)C(C(=O)N)=CCNC1CCC(CC1)OC 2,6-difluoro-4-(8-(4-fluoro-6-methoxy-1,2-dimethyl-1H-benzo[d]imidazol-5-yl)indolizine-3-carbonyl)phenyl-4-(((1r,4r)-4-methoxycyclohexyl)amino)but-2-enamide